ClC1=CC(=NC=C1)C(=O)NC1=NN(C2=CC=CC=C12)CC1=CC=C(C=C1)C(F)(F)F 4-chloro-N-(1-(4-(trifluoromethyl)benzyl)-1H-indazol-3-yl)picolinamide